1-[4-(3,5-dichlorophenyl)piperazin-1-yl]pentane-1,4-dione ClC=1C=C(C=C(C1)Cl)N1CCN(CC1)C(CCC(C)=O)=O